N,N-dimethyl-4-(methylamino)butanamide CN(C(CCCNC)=O)C